(2-methyl)-2-butendioic acid CC(C(=O)O)=CC(=O)O